N1(CCC1)N1CCC1 biazetidin